C(C)(=O)C1=CC=C(C=N1)NC(OC(C)(C)C)=O tert-butyl (6-acetylpyridin-3-yl)carbamate